(R)-2-amino-2-(4-(4-methylpyrimidin-5-yl)phenyl)ethan-1-ol N[C@@H](CO)C1=CC=C(C=C1)C=1C(=NC=NC1)C